(R)-N-(2-fluoro-5-methoxybenzylidene)-2-methylpropane-2-sulfinamide FC1=C(C=N[S@](=O)C(C)(C)C)C=C(C=C1)OC